OC1=CC=C2C(C(=COC2=C1O)C1=CC=C(C=C1)O)=O 7,8,4'-trihydroxyisoflavone